{[3-(3,4-dimethoxybenzyl)-2,4-dioxo-1-(tetrahydro-2H-thiopyran-4-yl)-1,2,3,4-tetrahydroquinazolin-6-yl]oxy}acetonitrile COC=1C=C(CN2C(N(C3=CC=C(C=C3C2=O)OCC#N)C2CCSCC2)=O)C=CC1OC